methyl (4S)-2-tert-butyl-3-formyl-thiazolidine-4-carboxylate C(C)(C)(C)C1SC[C@@H](N1C=O)C(=O)OC